2-(5-Ethynyl-2-(((2S,4R)-1-((S)-2-(1-fluorocyclopropanecarboxamido)-3,3-dimethylbutanoyl)-4-hydroxypyrrolidine-2-carboxamido)methyl)phenoxy)acetic acid C(#C)C=1C=CC(=C(OCC(=O)O)C1)CNC(=O)[C@H]1N(C[C@@H](C1)O)C([C@H](C(C)(C)C)NC(=O)C1(CC1)F)=O